CC=1SC=CN1 2-methyl-thiazol